O=C1NC(CCC1N1C(C2=CC=C(C=C2C1=O)OCC(=O)N1CCC(CC1)C=CC#N)=O)=O 3-(1-(2-((2-(2,6-dioxopiperidin-3-yl)-1,3-dioxoisoindol-5-yl)oxy)acetyl)piperidin-4-yl)acrylonitrile